CC(C)(CC)[S-] 2-methylbutane-2-thiolate